BrC1=C(C=C(C=C1)[C@H](C(=O)N1CCN(CC1)C=1C2=C(N=CN1)[C@H](C[C@H]2C)O)CNCC2CC2)F (S)-2-(4-bromo-3-fluorophenyl)-3-(cyclopropylmethylamino)-1-(4-((5R,7S)-7-hydroxy-5-methyl-6,7-dihydro-5H-cyclopenta[d]pyrimidin-4-yl)piperazin-1-yl)propan-1-one